4-(5-bromo-3-(isothiazole-4-carboxamido)-1-(5-methylhexyl)-1H-pyrazolo[3,4-b]pyridin-6-yl)phenyl (2-(dimethylamino)ethyl)carbamate CN(CCNC(OC1=CC=C(C=C1)C1=C(C=C2C(=N1)N(N=C2NC(=O)C=2C=NSC2)CCCCC(C)C)Br)=O)C